tert-butyl 4-(1-methyltriazol-4-yl)-3,6-dihydro-2H-pyridine-1-carboxylate CN1N=NC(=C1)C=1CCN(CC1)C(=O)OC(C)(C)C